C(C)[C@]1(C(OCC=2C(N3CC=4N(C5=CC=C(C=C5C(C4C3=CC21)=O)F)CCCO)=O)=O)O (S)-4-ethyl-8-fluoro-4-hydroxy-11-(3-hydroxypropyl)-1,12-dihydro-14H-pyrano[3',4':6,7]indolizino[2,1-b]quinoline-3,6,14(4H,11H)-trione